N-Benzyl-2-hydroxy-N-{2-[(1R,3R,5S)-3-(3-hydroxyphenyl)-8-azabicyclo[3.2.1]oct-8-yl]ethyl}acetamide C(C1=CC=CC=C1)N(C(CO)=O)CCN1[C@H]2CC(C[C@@H]1CC2)C2=CC(=CC=C2)O